(1r,4r)-4-(aminomethyl)-cyclohexylcarboxylic acid NCC1CCC(CC1)C(=O)O